3-(6-(4-quinolyl)-2H-indazol-2-yl)-N,N-dimethylpropan-1-amine N1=CC=C(C2=CC=CC=C12)C=1C=CC2=CN(N=C2C1)CCCN(C)C